ClC1=CC=C(C2=C1OC1=C2C=CC=C1)B(O)O 4-chlorodibenzofuran-1-boronic acid